(R)-2-((1-(2-cyano-3-(6-cyano-3,4-dihydroisoquinolin-2(1H)-yl)-7-methylquinoxalin-5-yl)ethyl)amino)benzoic acid C(#N)C1=NC2=CC(=CC(=C2N=C1N1CC2=CC=C(C=C2CC1)C#N)[C@@H](C)NC1=C(C(=O)O)C=CC=C1)C